(2S,3'R)-2-(Methoxymethyl)-1,3'-bipyrrolidine COC[C@H]1N(CCC1)[C@H]1CNCC1